CN1C=NC2=C1C=CC=C2C2=CN=C(C(=N2)C(=O)[O-])NC2=CC=C(C=C2)N2CCOCC2 6-(1-methylbenzimidazol-4-yl)-3-(4-morpholinoanilino)pyrazine-2-carboxylate